5,11-dibromo-tetracene BrC1=C2C=CC=CC2=CC2=C(C3=CC=CC=C3C=C12)Br